dodecyl-N-acetylprolinate C(CCCCCCCCCCC)OC([C@H]1N(CCC1)C(C)=O)=O